FC1=CC=C(C=C1)C1CC(C(C1)N1CC(CCC1)N)OC=1N=NC=CC1 1-[4-(4-fluorophenyl)-2-pyridazin-3-yloxy-cyclopentyl]Piperidin-3-amine